N-(5-fluorobenzo[d]oxazol-6-yl)benzamide FC=1C(=CC2=C(N=CO2)C1)NC(C1=CC=CC=C1)=O